N(C(=N)N)CCC[C@@H](C(NCC1=CC=C(C=C1)C=1N=NC(=NN1)C)=O)NC(=O)CNC(OC(C)(C)C)=O Tert-butyl N-({[(1S)-4-carbamimidamido-1-({[4-(6-methyl-1,2,4,5-tetrazin-3-yl)phenyl]methyl}carbamoyl)butyl]carbamoyl}methyl)carbamate